phenyl (2-fluoro-5-propoxyphenyl)carbamate FC1=C(C=C(C=C1)OCCC)NC(OC1=CC=CC=C1)=O